N1=NN=CC2=C1C=NC=C2 pyrido[3,4-d][1,2,3]triazine